ClC1=C(C=CC(=C1)F)NC1=NC=C(C(=C1)N1C=C(C=C1)C(=O)NC(CO)C1=CC=CC=C1)C 1-(2-((2-chloro-4-fluorophenyl)amino)-5-methylpyridin-4-yl)-N-(2-hydroxy-1-phenylethyl)-1H-pyrrole-3-carboxamide